N-(5-cyclopropyl-6-(4-ethynyl-2-hydroxyphenyl)pyridazin-3-yl)-2-(isopropylamino)acetamide C1(CC1)C=1C=C(N=NC1C1=C(C=C(C=C1)C#C)O)NC(CNC(C)C)=O